2-(6-bromo-3-fluoro-1H-pyrazolo[4,3-b]pyridin-1-yl)-N,N-dimethylacetamide BrC=1C=C2C(=NC1)C(=NN2CC(=O)N(C)C)F